2-methoxy-5-[4-(4,4,5,5-tetramethyl-1,3,2-dioxaborolan-2-yl)pyrazol-1-yl]pyridine COC1=NC=C(C=C1)N1N=CC(=C1)B1OC(C(O1)(C)C)(C)C